O=C(CCCCC=1C=C(C(N(N1)COCC[Si](C)(C)C)=O)C(F)(F)F)N1CCN(CC1)C1=NC=C(C=N1)C(F)(F)F 6-(5-oxo-5-(4-(5-(trifluoromethyl)pyrimidin-2-yl)piperazin-1-yl)pentyl)-4-(trifluoromethyl)-2-((2-(trimethylsilyl)ethoxy)methyl)pyridazin-3(2H)-one